1-(tert-butyl)-3,5-bis(2-methoxypropan-2-yl)benzene C(C)(C)(C)C1=CC(=CC(=C1)C(C)(C)OC)C(C)(C)OC